NC1=C(SC2=NC(=CC(=C21)C)C)C(=O)NC2CC=1C=CC(=NC1CC2)N2CC1COC(C2)C1N 3-amino-N-(2-{8-amino-6-oxa-3-azabicyclo[3.2.1]octan-3-yl}-5,6,7,8-tetrahydroquinolin-6-yl)-4,6-dimethylthieno[2,3-b]pyridine-2-carboxamide